N-(2,3-difluorophenyl)-3,4-dihydro-5-(methylthio)-3-[4-(trifluoromethyl)phenyl]-2H-pyrrole-4-carboxamide FC1=C(C=CC=C1F)NC(=O)C1C(CN=C1SC)C1=CC=C(C=C1)C(F)(F)F